1-((tetrahydro-2H-pyran-2-yl-methyl)-1H-pyrazolo[3,4-d]pyrimidin-6-yl)-1,2,3,4-tetrahydroisoquinolin-7-amine Hydrochloride Cl.O1C(CCCC1)CN1N=CC=2C1=NC(=NC2)C2NCCC1=CC=C(C=C21)N